5-amino-2-(3-((7-amino-2-(furan-2-yl)-[1,2,4]triazolo[1,5-a][1,3,5]triazin-5-yl)amino)propyl)phenol NC=1C=CC(=C(C1)O)CCCNC1=NC=2N(C(=N1)N)N=C(N2)C=2OC=CC2